4-fluoro-2H-pyrazole FC1=CNN=C1